S1(N=CNC2=C1C=CC=C2)(=O)=O 4H-benzo[E][1,2,4]thiadiazine 1,1-dioxide